FC1=C(C=C(C(=C1)F)F)CCCC=O (E)-4-(2,4,5-trifluorophenyl)butan-1-one